1-(cyclopent-3-enyl)-4-fluorobenzene C1(CC=CC1)C1=CC=C(C=C1)F